isononanoamide C(CCCCCC(C)C)(=O)N